Thioninium [SH+]1C=CC=CC=CC=C1